OC1=C(C(=CC(=C1C(C)NC(C)=O)CCCCC)O)C1=CC(=CC=C1)C N-(1-(2,6-dihydroxy-3'-methyl-4-pentyl-[1,1'-biphenyl]-3-yl)ethyl)acetamide